The molecule is a dihydroxyflavanone that is (2S)-flavanone substituted by hydroxy groups at positions 5 and 2', a methoxy group at position 7, a prenyl group at position 8 and a 6,6-dimethyl-3,6-dihydro-2H-pyran ring fused across positions 4' and 5'. Isolated from the stem barks of Maackia amurensis, it exhibits cytotoxicity against human cancer cell lines. It has a role as a metabolite and an antineoplastic agent. It is a dihydroxyflavanone and a monomethoxyflavanone. CC(=CCC1=C(C=C(C2=C1O[C@@H](CC2=O)C3=C(C=C4C(=C3)C=CC(O4)(C)C)O)O)OC)C